CC1=C(C=CC(=C1)[N+](=O)[O-])[C@@H]1N(CCOC1)C(=O)OC(C)(C)C tert-butyl (3S)-3-(2-methyl-4-nitro-phenyl)morpholine-4-carboxylate